C(#N)C=1C=C(C=CC1)C=1N=C(SC1C1=CC(=NC(=C1)C)C(C)C)NC(=O)N1CC2(COC2)C1 N-[4-(3-Cyanophenyl)-5-(2-isopropyl-6-methyl-4-pyridyl)thiazol-2-yl]-2-oxa-6-azaspiro[3.3]heptan-6-carboxamid